2-Chloro-3-methylphenylboronic Acid ClC1=C(C=CC=C1C)B(O)O